4-(2-(2-(2-aminoethoxy)ethoxy)acetamido)benzamide NCCOCCOCC(=O)NC1=CC=C(C(=O)N)C=C1